C(CCC)C=1C(=NC=CC1)C Butylmethylpyridine